COCNS(=O)(=O)C=1C(=CC=CC1)C1=CC=CC=C1 N-(methoxymethyl)-[1,1'-biphenyl]-2-sulfonamide